FC(C(CC(=O)C1=CC=CC=C1)=O)(F)F trifluoro-1-phenyl-1,3-butanedione